2-(4,5-bis((8Z,11Z)-heptadec-8,11-dien-1-yl)-2-methyl-1,3-dioxolan-2-yl)-N,N-dimethylethylamine C(CCCCCC\C=C/C\C=C/CCCCC)C1OC(OC1CCCCCCC\C=C/C\C=C/CCCCC)(C)CCN(C)C